3-[6-(cyclopropylamino)-2-fluoropyridin-3-yl]-1-(oxetan-3-yl)-N-[(3S)-2-oxo-5-phenyl-1,3-dihydro-1,4-benzodiazepine-3-Yl]pyrazole-4-carboxamide C1(CC1)NC1=CC=C(C(=N1)F)C1=NN(C=C1C(=O)N[C@@H]1C(NC2=C(C(=N1)C1=CC=CC=C1)C=CC=C2)=O)C2COC2